COC1=C(CN)C=CC(=C1)OC (2,4-dimethoxy)benzylamine